1,3-diisopropoxy-4-(benzhydryl)benzene C(C)(C)OC1=CC(=C(C=C1)C(C1=CC=CC=C1)C1=CC=CC=C1)OC(C)C